N-methyl-2-{[5-phenyl-2-(pyridin-2-yl)thieno[2,3-d]pyrimidin-4-yl]amino}acetamide CNC(CNC=1C2=C(N=C(N1)C1=NC=CC=C1)SC=C2C2=CC=CC=C2)=O